2-(4-{[(1r,3s)-3-hydroxycyclohexyl]amino}pyrido[3,4-d]pyridazin-1-yl)-5-(trifluoromethyl)phenol O[C@@H]1C[C@@H](CCC1)NC=1N=NC(=C2C1C=NC=C2)C2=C(C=C(C=C2)C(F)(F)F)O